NC1=C2N=CN(C2=NC=N1)[C@H]1[C@@H]([C@@H]([C@H](O1)C(=O)NCCCNC(=O)NC1=CC=CC=C1)O)O (2S,3S,4R,5R)-5-(6-amino-9H-purin-9-yl)-3,4-dihydroxy-N-(3-(3-phenylureido)propyl)tetrahydrofuran-2-carboxamide